N1C(=NCC1)NC1=CC=CC2=CC=CC=C12 N-(2-imidazolin-2-yl)-1-naphthaleneamine